C12(C(CC(C=C1)C2)O)O 2-exo-cis-5-norbornenediol